5-cyclopropyl-2-(methylsulfonyl)pyrimidine-4-carbonitrile C1(CC1)C=1C(=NC(=NC1)S(=O)(=O)C)C#N